ClC=1C=CC2=C(C=C(O2)C=2OC(=NN2)C2CCNCC2)C1 2-(5-chlorobenzofuran-2-yl)-5-(piperidin-4-yl)-1,3,4-oxadiazole